rac-tetrakis(N-methyl-3-pyridyl)tetrachloroporphin CN1CC(=CC=C1)C=1C2=C(C3=C(C(=C(N3C=3CN(C=CC3)C)C(=C3C=CC(C(=C4C=CC(=C(C(C1)=N2)Cl)N4)Cl)=N3)Cl)C=3CN(C=CC3)C)C=3CN(C=CC3)C)Cl